COC=1C(=C2C=CNC2=C(C1)C)CN1[C@@H](CN(CC1)CC(F)(F)F)C1=CC=C(C(=O)O)C=C1 (R)-4-(1-((5-methoxy-7-methyl-1H-indol-4-yl)methyl)-4-(2,2,2-trifluoroethyl)piperazin-2-yl)benzoic acid